ethyl 2-(3-hydroxypropyl)acetate OCCCCC(=O)OCC